CC=1C=C(C=CC1)N(C1=CC=C(C=C1)C1=CC=C(N(C2=CC=CC=C2)C2=CC(=CC=C2)C)C=C1)C1=CC=CC=C1 (N,N'-bis-(3-methylphenyl))-N,N'-bis-(phenyl)-benzidine